5-(difluoromethyl)-1'-[2-({7-oxo-8-[3-hydroxy-3-methylcyclobutyl]-5,6,7,8-tetrahydro-1,8-naphthyridin-3-yl}oxy)ethyl]-1,2-dihydrospiro[indole-3,4'-piperidin]-2-one FC(C=1C=C2C(=CC1)NC(C21CCN(CC1)CCOC=1C=NC=2N(C(CCC2C1)=O)C1CC(C1)(C)O)=O)F